7-Bromoimidazo[1,2-a]pyridine-2-carbohydrazide BrC1=CC=2N(C=C1)C=C(N2)C(=O)NN